tert-butyl (1-(1-amino-2-methyl-1-oxopropan-2-yl)-3-chloro-1H-pyrazol-4-yl)carbamate NC(C(C)(C)N1N=C(C(=C1)NC(OC(C)(C)C)=O)Cl)=O